OCCN(C1C(C=CC=C1)(N)[N+](=O)[O-])CCO N,N-bis(2-hydroxyethyl)-2-nitrophenylenediamine